C(C)C1=CC(=C(C=C1)NC1N(C(C2=CN(C(C(=C2C1)C)=O)C)=O)OCCO)F ((4-ethyl-2-fluorophenyl)amino)-2-(2-hydroxyethoxy)-5,7-dimethyl-3,4-dihydro-2,7-naphthyridine-1,6(2H,7H)-dione